5-((2-(3-Fluoro-5-(2-methyl-4-(trifluoromethyl)thiazole-5-carboxamido)phenyl)pyrimidin-5-yl)methoxy)-2-hydroxybenzoic acid FC=1C=C(C=C(C1)NC(=O)C1=C(N=C(S1)C)C(F)(F)F)C1=NC=C(C=N1)COC=1C=CC(=C(C(=O)O)C1)O